FC=1C(=CC2=C(NC(N2C2COC2)=O)C1)N1CCN(CC1)C(=O)OC(C)(C)C tert-butyl 4-(6-fluoro-3-(oxetan-3-yl)-2-oxo-2,3-dihydro-1H-benzo[d]imidazole-5-yl)piperazine-1-carboxylate